methyl 3-[3-chloro-4-[(4-methylpiperazin-1-yl)methyl]anilino]-5-(methylamino)-6-(3-methylimidazo[4,5-c]pyridin-7-yl)pyrazine-2-carboxylate ClC=1C=C(NC=2C(=NC(=C(N2)NC)C=2C3=C(C=NC2)N(C=N3)C)C(=O)OC)C=CC1CN1CCN(CC1)C